(Z)-3-(2-(5-chloro-1H-indol-3-yl)-2-cyanovinyl)-4-methoxypyridine 1-oxide ClC=1C=C2C(=CNC2=CC1)/C(=C/C=1C=[N+](C=CC1OC)[O-])/C#N